N-(cyclopropylmethyl)-P-methyl-P-(4-(5-(trifluoromethyl)-1,2,4-oxadiazol-3-yl)benzyl)phosphinic amide C1(CC1)CNP(=O)(CC1=CC=C(C=C1)C1=NOC(=N1)C(F)(F)F)C